Chloromethyl(tert-butyloxycarbonyl)glycine ClCN(CC(=O)O)C(=O)OC(C)(C)C